ClC[C@H](CC#N)O (S)-4-chloro-3-hydroxybutyronitrile